1,2,4,5-tetra(4-formylphenyl)-3,6-xylene C(=O)C1=CC=C(C=C1)C1=C(C(=C(C(=C1C)C1=CC=C(C=C1)C=O)C1=CC=C(C=C1)C=O)C)C1=CC=C(C=C1)C=O